C1(CC1)N(C(C1=C(C=C(C=C1)NC=1C=2N(C=CN1)C(=CN2)C2=CC=C(C=C2)OC(F)F)C)=O)CCN2CCNCC2 N-cyclopropyl-4-[[3-[4-(difluoromethoxy)phenyl]imidazo[1,2-a]pyrazin-8-yl]amino]-2-methyl-N-(2-piperazin-1-ylethyl)benzamide